prop-2-en-1-yl (2S,3S,4S,5R,6S)-6-[4-(hydroxymethyl)-2-nitrophenoxy]-3,4,5-tris({[(prop-2-en-1-yloxy)carbonyl]oxy})oxane-2-carboxylate OCC1=CC(=C(O[C@H]2[C@@H]([C@H]([C@@H]([C@H](O2)C(=O)OCC=C)OC(=O)OCC=C)OC(=O)OCC=C)OC(=O)OCC=C)C=C1)[N+](=O)[O-]